(4-(5-fluoro-3-methoxypyridin-2-yl)piperazin-1-yl)methanone FC=1C=C(C(=NC1)N1CCN(CC1)C=O)OC